CC(COC1=CC=2N(C=C1)C(=CN2)C2=CC(=NC=N2)NCC2=CC=C(C=C2)C=2C=NN(C2)C)(C)N2CCOCC2 {6-[7-(2-methyl-2-morpholin-4-yl-propoxy)-imidazo[1,2-a]pyridin-3-yl]-pyrimidin-4-yl}-[4-(1-methyl-1H-pyrazol-4-yl)-benzyl]-amine